(6-chloro-2-pyridyl)hydrazine ClC1=CC=CC(=N1)NN